8-((3R,4R)-4-(4-ethylphenoxy)-3-methylpiperidin-1-yl)-5-methyl-6-oxo-5,6-dihydro-1,5-naphthyridine-2-carbonitrile C(C)C1=CC=C(O[C@H]2[C@@H](CN(CC2)C2=CC(N(C=3C=CC(=NC23)C#N)C)=O)C)C=C1